ClC=CC=C 1-Chlorobutadien